1-tert-butyl 2,5-dioxopyrrolidin-1-yl octanedioate C(CCCCCCC(=O)ON1C(CCC1=O)=O)(=O)OC(C)(C)C